NC1=NC=CC(=C1C=1C=NN(C1)CCC)OC1=C(C=C(C=C1)NC(=O)C=1C(N(C(N(C1)C(C)C)=O)C1=CC=C(C=C1)F)=O)F N-(4-(2-amino-3-(1-propyl-1H-pyrazol-4-yl)pyridine-4-yloxy)-3-fluorophenyl)-3-(4-fluorophenyl)-1-isopropyl-2,4-dioxo-1,2,3,4-tetrahydropyrimidine-5-carboxamide